6H-thieno[3,2-c]pyridine S1CC=C2C=NCC=C21